O=S1(N(CC(N1)=O)C=1C(=C(C=CC1O)C#CC=1C=NC=C(C#N)C1)F)=O 5-((3-(1,1-dioxido-4-oxo-1,2,5-thiadiazolidin-2-yl)-2-fluoro-4-hydroxyphenyl)ethynyl)nicotinonitrile